[Sm].[La] lanthanum-samarium